Cl.NC1(CS(CC1)(=O)=O)C 3-amino-3-methyltetrahydrothiophene-1,1-dioxide hydrogen chloride